5-Chloro-4-[2,6-dioxo-4-(trifluoromethyl)-3,6-dihydropyrimidin-1(2H)-yl]-2-(2-methylphenoxy)benzonitrile ClC=1C(=CC(=C(C#N)C1)OC1=C(C=CC=C1)C)N1C(NC(=CC1=O)C(F)(F)F)=O